C12(CC3CC(CC(C1)C3)C2)C2=C(C=CC(=C2)OCC)O 2-(1-adamantyl)-4-ethoxyphenol